ClC1=C(C(=NC=2N=C(N=C(C21)O)S)Cl)Cl 5,6,7-trichloro-2-mercaptopyrido[2,3-d]pyrimidin-4-ol